C1(CCCC1)N1[C@@H](C(N(C=2C=NC(=NC12)NC1=C(C=C(C(=O)NCCN2CC3CN(CC3C2)C(=O)OC(C)(C)C)C=C1)OC)C)=O)CC tert-butyl 2-[2-[[4-[[(7R)-8-cyclopentyl-7-ethyl-5-methyl-6-oxo-7H-pteridin-2-yl]amino]-3-methoxy-benzoyl]amino]ethyl]-1,3,3a,4,6,6a-hexahydropyrrolo[3,4-c]pyrrole-5-carboxylate